4-(3,4-dimethylpiperazin-1-yl)-6-fluoro-3'-(morpholinomethyl)-[1,1'-biphenyl]-3-amine CC1CN(CCN1C)C1=C(C=C(C(=C1)F)C1=CC(=CC=C1)CN1CCOCC1)N